O=C1N=C2C=C(C=CC2=C1)C(=O)NCC1=CC=C(C=C1)OC(F)(F)F 2-oxo-N-(4-(trifluoromethoxy)benzyl)indole-6-carboxamide